Cl.ClC=1C=C(C=CC1C)NN (3-chloro-4-methyl-phenyl)hydrazine hydrochloric acid salt